ClC=1C=C(C=CC1Cl)C=1N(C(=CC(C1C(=O)OCC)=O)C)CC ethyl 2-(3,4-dichlorophenyl)-1-ethyl-6-methyl-4-oxo-pyridine-3-carboxylate